FC1=C(C=CC(=C1)C)NC1=CC=C2C(=NNC2=C1)NC(C1=CC=C(C=C1)C1CCN(CC1)C)=O N-(6-((2-fluoro-4-methylphenyl)amino)-1H-indazol-3-yl)-4-(1-methylpiperidin-4-yl)benzamide